C(C)(C)OP(=O)(OC(C)C)NCCCC diisopropoxyphosphoryl-n-butylamine